OC(CNC(=O)NC=1SC2=C(N1)C[C@H]1COC[C@@H]2N1C=1OC2=C(N1)C=C(C=C2)OC([2H])([2H])[2H])(C)C N-(2-hydroxy-2-methylpropyl)-N'-[(4S,8S)-10-{5-[(2H3)methyloxy]-1,3-benzoxazol-2-yl}-4,7,8,9-tetrahydro-5H-4,8-epiminooxocino[5,4-d][1,3]thiazol-2-yl]urea